F[C@H]1CN(CC[C@H]1OC([2H])([2H])[2H])C1=NC=CC(=N1)NC=1N=CC2=C(C=CC(=C2C1)C(C)C)N1CC(C1)S(=O)(=O)C N-(2-((3S,4R)-3-fluoro-4-(methoxy-d3)piperidin-1-yl)pyrimidin-4-yl)-5-isopropyl-8-(3-(methanesulfonyl)azetidin-1-yl)isoquinolin-3-amine